FC(OC=1C(=NC=CC1)CN)F 1-[3-(difluoromethoxy)pyridin-2-yl]methylamine